N1=C(C=CC=C1)[C@H](C)OC=1C(=NC=C(C1)B1OC(C(O1)(C)C)(C)C)N 3-[(1S)-1-(pyridin-2-yl)ethoxy]-5-(4,4,5,5-tetramethyl-1,3,2-dioxaborolan-2-yl)pyridin-2-amine